ClC1=CC(=C2CCN(CC2=C1)C(NCC)=O)[C@H]1NCCC1 (S)-2-(7-chloro-2-(ethylcarbamoyl)-1,2,3,4-tetrahydroisoquinolin-5-yl)pyrrolidin